N-(2-(1-(cyclopropylsulfonyl)-1H-pyrazol-4-yl)pyrimidin-4-yl)-1-isopropyl-3-(piperazine-1-yl)-1H-pyrazolo[4,3-c]pyridin-6-amine C1(CC1)S(=O)(=O)N1N=CC(=C1)C1=NC=CC(=N1)NC1=CC2=C(C=N1)C(=NN2C(C)C)N2CCNCC2